CC=1C=C2C=C(N(C2=CC1)CC1=NC=CC(=C1)N1CCOCC1)C(=O)O 5-methyl-1-((4-morpholinopyridin-2-yl)methyl)-1H-indole-2-carboxylic Acid